3-(1H-benzo[d]imidazol-2-yl)-6-bromo-N-(2-(pyrrolidin-1-yl)ethyl)quinolin N1C(=NC2=C1C=CC=C2)C=2CN(C1=CC=C(C=C1C2)Br)CCN2CCCC2